N1=CC(=CC2=CC=CC=C12)C1=NC=CC=C1C(=O)N (quinolin-3-yl)pyridine-3-carboxamide